ClC=1N=C(N2N=C(N=CC21)NC2CCN(CC2)S(=O)(=O)C)C2(CCC2)CC N-[5-chloro-7-(1-ethylcyclobutyl)imidazo[4,3-f][1,2,4]triazin-2-yl]-1-methanesulfonylpiperidin-4-amine